[Si].[Zn].[Si] silicon zinc-silicon